pyridinium 2,2-dichloroacetate ClC(C(=O)[O-])Cl.[NH+]1=CC=CC=C1